dl-(+-)-1-iodo-beta-methyl-pentane IC[C@@H](CCC)C |r|